3-[2-[(5-chloro-2-pyrimidinyl)oxy]phenyl]-5-isoxazoleformaldehyde ClC=1C=NC(=NC1)OC1=C(C=CC=C1)C1=NOC(=C1)C=O